3-phosphohydroxypyruvate P(=O)(=O)C(C(C(=O)[O-])=O)O